2-(5-amino-2-(furan-2-yl)-7H-pyrazolo[4,3-e][1,2,4]triazolo[1,5-c]pyrimidin-7-yl)-N-((1R,2S)-2-hydroxycyclopentyl)-2-phenylpropanamide NC1=NC2=C(C=3N1N=C(N3)C=3OC=CC3)C=NN2C(C(=O)N[C@H]2[C@H](CCC2)O)(C)C2=CC=CC=C2